BrC1=CC(=C(C=C1C)CO)CO (4-bromo-5-methyl-1,2-phenylene)dimethanol